N1=CC=C(C=C1)C1=NC(=NC(=N1)C1=CC=NC=C1)C1=CC=NC=C1 2,4,6-Tri(4-pyridyl)-1,3,5-triazine